C(C)OCC1(CCN(CC1)CC1=CC=C(C=C1)NC(CCCC)=O)CCC1=CC=CC=C1 N-(4-((4-(ethoxymethyl)-4-phenethylpiperidin-1-yl)methyl)phenyl)pentanamide